ClC=1C=C2C=C(NC2=CC1OCC1=CC(=NO1)C)CNC(=O)N1CC(CC1)C(F)F N-({5-chloro-6-[(3-methyl-5-isoxazolyl)methoxy]-2-indolyl}methyl)-3-(difluoromethyl)-1-pyrrolidinecarboxamide